NC1=NC=C(C(=N1)C(F)F)C1=NC(=NC(=N1)N1CCOCC1)N1CCN(CC1)C(=O)C1=CC=C(CC2CCN(CC2)C(C=C)=O)C=C1 1-(4-(4-(4-(4-(2-amino-4-(difluoromethyl)pyrimidin-5-yl)-6-morpholino-1,3,5-triazin-2-yl)piperazine-1-carbonyl)benzyl)piperidin-1-yl)prop-2-en-1-one